FC=1C=C2C(C(=C(OC2=C(C1)C(C)NC1=C(C(=O)OC(C)(C)C)C=CC=C1)C1=CC2=CN(N=C2C=C1)C)C)=O tert-Butyl 2-[1-[6-fluoro-3-methyl-2-(2-methylindazol-5-yl)-4-oxo-chromen-8-yl]ethylamino]benzoate